CC1=NC=NC(=C1)C 4,6-dimethylpyrimidine